NC1=C(C(=O)NC(C)(C)C)C=C(C=N1)C1=C(C=C(C=C1)NC([C@H](O)C1=CC(=CC(=C1)F)F)=O)C (R)-2-amino-N-(tert-butyl)-5-(4-(2-(3,5-difluorophenyl)-2-hydroxyacetamido)-2-methylphenyl)nicotinamide